dichloro-1,4-anthraquinone ClC1=C(C(C2=CC3=CC=CC=C3C=C2C1=O)=O)Cl